OCCN(C(OC(C)(C)C)=O)C tert-Butyl 2-hydroxyethyl(methyl)carbamate